Benzyl (2-((S)-2-((S)-2-amino-3-phenylpropanamido)-3-phenyl propanamido)ethyl)carbamate N[C@H](C(=O)N[C@H](C(=O)NCCNC(OCC1=CC=CC=C1)=O)CC1=CC=CC=C1)CC1=CC=CC=C1